BrC1=C2C(=CN=C1C(=O)O)NN=C2C2CC2 4-bromo-3-cyclopropyl-1H-pyrazolo[3,4-c]Pyridine-5-carboxylic acid